(1H-imidazol-1-yl)(4-(6-(1-methyl-1H-pyrazol-4-yl)pyrazolo[1,5-a]pyridin-3-yl)piperazin-1-yl)methanethione N1(C=NC=C1)C(=S)N1CCN(CC1)C=1C=NN2C1C=CC(=C2)C=2C=NN(C2)C